tert-butyl (R)-2-((4-cyclopropylphenyl)carbamoyl)pyrrolidine-1-carboxylate C1(CC1)C1=CC=C(C=C1)NC(=O)[C@@H]1N(CCC1)C(=O)OC(C)(C)C